2-[[4-[4-[[(2-Ethoxy-2-oxoethyl)amino]carbonyl]-1-piperazinyl]-6-[methyl(3-pyridinylmethyl)amino]-2-pyrimidinyl]amino]-4-methyl-5-thiazolecarboxylic acid, ethyl ester C(C)OC(CNC(=O)N1CCN(CC1)C1=NC(=NC(=C1)N(CC=1C=NC=CC1)C)NC=1SC(=C(N1)C)C(=O)OCC)=O